1-cyanoethyl-2-methylimidazoleTrimellitate C(#N)C(C)OC(C=1C(C(=O)[O-])=CC(C(=O)[O-])=CC1C1(N=CC=N1)C)=O